NC=1C(N(C2=CC(=CC=C2C1NC)C(F)(F)F)C1=CC=CC=C1)=O 3-amino-4-(methylamino)-1-phenyl-7-(trifluoromethyl)quinolin-2(1H)-one